BrC=1C(=C2C(CNC(C2=CC1)=O)C(F)F)F 6-bromo-4-(difluoromethyl)-5-fluoro-3,4-dihydroisoquinolin-1(2H)-one